OCCC1C(C(C(CO1)O)O)O 6-(hydroxyethyl)tetrahydro-2H-pyran-3,4,5-triol